(4-aminocyclohexyl)methyl 4-[6-[5-(6-methyl-2-pyridyl)-1H-imidazol-4-yl]-3-quinolyl]thiophene-2-carboxylate CC1=CC=CC(=N1)C1=C(N=CN1)C=1C=C2C=C(C=NC2=CC1)C=1C=C(SC1)C(=O)OCC1CCC(CC1)N